Cl.C(C)(C)(C)N[C@@H](CC1=CC=CC=C1)C(=O)O.FC(CF)C1=NN(C2=C1C=NC(=C2)CC(=O)N)C(C2=CC=CC=C2)(C2=CC=CC=C2)C2=CC=CC=C2 (3-(1,2-difluoroethyl)-1-trityl-1H-pyrazolo[4,3-c]pyridin-6-yl)acetamide tert-butyl-L-phenylalaninate hydrochloride